ClC=1C=C(C=CC1F)C(C=1N(C(=C(N1)SC)C(=O)OC)COCC[Si](C)(C)C)OC(N(C(C)C)C(C)C)=O methyl 2-((3-chloro-4-fluorophenyl)((diisopropylcarbamoyl)oxy)methyl)-4-(methylthio)-1-((2-(trimethylsilyl)ethoxy)methyl)-1H-imidazole-5-carboxylate